CC(C)[C@@H]1CC[C@]2([C@@H]3[C@H]1C2C(=C)CC3)C The molecule is a sesquiterpene that is tricyclo[4.4.0.0(2,7)]decane bearing methyl, isopropyl and methylene substituents at positions 1, 8 and 3 respectively (the 1S,6S,7S,8S-diastereomer) It is a sesquiterpene and a bridged compound.